O.C(C)OC1=CC2=CC3=CC=CC=C3N=C2C=C1 2-ethoxyacridine monohydrate